6-hydroxy-9H-pyrido[3,4-b]Indole OC=1C=C2C3=C(NC2=CC1)C=NC=C3